benzyl (R)-2-(2-((tert-butoxycarbonyl)amino)-3-phenylpropoxy)-4,6-dimethoxybenzoate C(C)(C)(C)OC(=O)N[C@@H](COC1=C(C(=O)OCC2=CC=CC=C2)C(=CC(=C1)OC)OC)CC1=CC=CC=C1